(6-fluoro-4-vinyl-1H-indol-5-yl)(3-(4-methyl-1-(tetrahydro-2H-pyran-2-yl)-1H-pyrazol-5-yl)phenyl)methanone FC1=C(C(=C2C=CNC2=C1)C=C)C(=O)C1=CC(=CC=C1)C1=C(C=NN1C1OCCCC1)C